tert-butyl (3-(4,4,5,5-tetramethyl-1,3,2-dioxaborolan-2-yl)imidazo[1,2-a]pyridin-6-yl)carbamate CC1(OB(OC1(C)C)C1=CN=C2N1C=C(C=C2)NC(OC(C)(C)C)=O)C